3,4-methylenedioxybenzylamine C1OC=2C=C(CN)C=CC2O1